(S)- and (R)-3-(2-((4-cyanophenethyl)amino)-2-phenylacetyl)-N-methyl-1H-indole-6-carboxamide C(#N)C1=CC=C(CCN[C@H](C(=O)C2=CNC3=CC(=CC=C23)C(=O)NC)C2=CC=CC=C2)C=C1 |r|